O=C1NC(CCC1NC(=O)C1=CC=CC2=C1N(C=N2)C)=O N-(2,6-dioxopiperidin-3-yl)-1-methyl-1H-benzo[d]imidazole-7-carboxamide